The molecule is dianion of 7,8-dihydroneopterin 3'-phosphate arising from deprotonation of phosphate functions. It has a role as a Saccharomyces cerevisiae metabolite. It is a conjugate base of a 7,8-dihydroneopterin 3'-phosphate. C1C(=NC2=C(N1)N=C(NC2=O)N)[C@@H]([C@@H](COP(=O)([O-])[O-])O)O